2-(2-(4-methylpiperazin-1-yl)ethyl)-6-morpholinoN CN1CCN(CC1)CCC1CNCC(O1)=O